CN1C(=NC(=C1)C(F)(F)F)C1=CC=C(C(=O)O)C=C1 4-(1-methyl-4-(trifluoromethyl)-1H-imidazol-2-yl)benzoic acid